CC1=CCC=C(C1)CCNC(OC)=O methyl (2-(5-methylcyclohexa-1,4-dien-1-yl)ethyl)carbamate